CN(SF)C1=CC=CC=C1 methyl-(phenyl)aminothiofluoride